C(C=C)(=O)O.C12(CC3CC(CC(C1)C3)C2)NC(=O)OCC adamantyl-urethane acrylate